C(C)(C)(C)OC(=O)N1CC2=CC=CC=C2CC1 tert-butyl-3,4-dihydroisoquinoline-2(1H)-carboxylate